tert-butyl 4-[2-(2H-1,3-benzodioxol-5-yl)-4-({[2-chloro-4-(trifluoromethyl)phenyl]carbamoyl}methyl)-5-ethyl-7-oxo-[1,2,4]triazolo[1,5-a]pyrimidin-6-yl]piperazine-1-carboxylate O1COC2=C1C=CC(=C2)C2=NN1C(N(C(=C(C1=O)N1CCN(CC1)C(=O)OC(C)(C)C)CC)CC(NC1=C(C=C(C=C1)C(F)(F)F)Cl)=O)=N2